tert-butyl N-[6-[(2S)-2-(tert-butoxycarbonylamino)propyl]-2-chloro-7-methyl-thieno[3,2-d]pyrimidin-4-yl]-N-[(4-fluorothiazol-2-yl)methyl]carbamate C(C)(C)(C)OC(=O)N[C@H](CC1=C(C=2N=C(N=C(C2S1)N(C(OC(C)(C)C)=O)CC=1SC=C(N1)F)Cl)C)C